CC1(CC(C1)NC1=C(C=C(C=C1C(F)(F)F)[N+](=O)[O-])B1OC(C(O1)(C)C)(C)C)O 1-methyl-3-[4-nitro-2-(4,4,5,5-tetramethyl-1,3,2-dioxaborolan-2-yl)-6-(trifluoromethyl)phenylamino]cyclobutanol